N-methyl-N-(2-(5-(trifluoromethoxy)-1H-indol-3-yl)ethyl)propan-1-amine CN(CCC)CCC1=CNC2=CC=C(C=C12)OC(F)(F)F